2-amino-6-bromo-1-(4-chloro-3-hydroxy-2,6-dimethylphenyl)-5-methyl-1H-pyrrolo[2,3-b]pyridine-3-carbonitrile NC1=C(C=2C(=NC(=C(C2)C)Br)N1C1=C(C(=C(C=C1C)Cl)O)C)C#N